tert-butyl (2R)-4-(2-bromo-4-methyl-5-oxo-4,5-dihydropyrazolo[1,5-a]pyrimidin-7-yl)-2-methylpiperidine-1-carboxylate BrC1=NN2C(N(C(C=C2C2C[C@H](N(CC2)C(=O)OC(C)(C)C)C)=O)C)=C1